BrC=1C=CC(=NC1)OCCCCOC1OCCCC1 5-bromo-2-(4-((tetrahydro-2H-pyran-2-yl)oxy)butoxy)pyridine